ClC1=NC2=CC=CC=C2C(=C1N)NCC1=CC(=CC=C1)CN(CC)CC 2-chloro-N4-(3-((diethylamino)methyl)benzyl)quinolin-3,4-diamine